5-[(2-chloro-5-fluorophenyl)carbonyl]-6-{[(2,4-dimethoxyphenyl)methyl]amino}-3-[(4-methoxyphenyl)methyl]-2-oxo-1H-benzo[d]imidazole-4-carbonitrile ClC1=C(C=C(C=C1)F)C(=O)C1=C(C2=C(NC(N2CC2=CC=C(C=C2)OC)=O)C=C1NCC1=C(C=C(C=C1)OC)OC)C#N